S(=O)(=O)(O)CCN.[Li] lithium sulfoethylamine